C1(=CC=CC=C1)P(C1=CC(=CC=C1)P(C1=CC=CC=C1)C1=CC=CC=C1)C1=CC=CC=C1 1,3-bis(diphenylphosphaneyl)benzene